CS(=O)(C)=N Methyl-imino-methyl-oxo-lambda6-Sulfane